C(C(=C)C)(=O)O.C(C)(=O)OCC ethyl acetate Methacrylate